NC(CN)(C(C)C)C 2-amino-2,3-dimethylbutylamine